ClC=1C=C(C=CC1F)NC1=NC=NC2=CC(=C(C=C12)OC1CCN(CC1)C(COC)=O)OCCOC 4-[(3-chloro-4-fluoro-phenyl)amino]-6-[1-(2-methoxy-acetyl)-piperidin-4-yloxy]-7-(2-methoxy-ethoxy)-quinazoline